O1[C@@H]2CN([C@H](C3=C1C=CC=C3)C2)C(=O)C2CCN(CC2)C=2C=3N(C=CN2)N=CN3 [(2S,5S)-2,3-dihydro-2,5-methano-1,4-benzoxazepin-4(5H)-yl][1-([1,2,4]triazolo[1,5-a]pyrazin-8-yl)piperidin-4-yl]methanone